FC(C1=CC2=C(SC(=C2)C(=O)OC2=CC=C(C=C2)[N+](=O)[O-])C=C1)(P(=O)(OCCSC(C(C)(C)C)=O)OCOC(=O)OC(C)C)F 4-nitrophenyl 5-(difluoro((((isopropoxycarbonyl)oxy)methoxy)(2-(pivaloylthio)ethoxy)phosphoryl)methyl)benzo[b]thiophene-2-carboxylate